2,4-dichloro-5-o-ethoxyanilinopyrimidine ClC1=NC=C(C(=N1)Cl)NC1=C(C=CC=C1)OCC